CC=1C=C(C=CC1)C12C(OCC(N1)=O)CCCC2 4a-(3-methylphenyl)hexahydro-2H-benzo[b][1,4]oxazin-3(4H)-one